3-[18F]fluoro-5-guanidinomethylbenzoate [18F]C=1C=C(C(=O)[O-])C=C(C1)CNC(=N)N